N4-acetyl-2'-O-methyl-Cytidine CC(=O)NC1=NC(=O)N(C=C1)[C@H]2[C@@H]([C@@H]([C@H](O2)CO)O)OC